NC1=C(C=C(C=C1)C=1SC=CC1)NC(OCCC)=O Propyl (2-amino-5-(thiophen-2-yl)phenyl)carbamate